4-(5-(2,6-dimethylphenoxy)-1-(3-fluoro-3-methylbutyl)-1H-indazol-6-yl)-N-ethyl-6-methyl-7-oxo-6,7-dihydro-1H-pyrrolo[2,3-c]pyridine-2-carboxamide CC1=C(OC=2C=C3C=NN(C3=CC2C=2C3=C(C(N(C2)C)=O)NC(=C3)C(=O)NCC)CCC(C)(C)F)C(=CC=C1)C